C(C)O[Ti] mono-ethoxytitanium